methyl 2-((4-(7-(((2s,5r)-5-((tert-butoxycarbonyl) amino) tetrahydro-2H-pyran-2-yl) methyl)-2,7-diazaspiro[3.5]non-2-yl) pyrimidin-5-yl) oxy)-5-fluorobenzoate C(C)(C)(C)OC(=O)N[C@@H]1CC[C@H](OC1)CN1CCC2(CN(C2)C2=NC=NC=C2OC2=C(C(=O)OC)C=C(C=C2)F)CC1